4-(5-(4-hydroxyphenyl)-1-methyl-1h-pyrazol-3-yl)-5-methoxy-2-(3-methylbut-2-en-1-yl)benzene-1,3-diol OC1=CC=C(C=C1)C1=CC(=NN1C)C1=C(C(=C(C=C1OC)O)CC=C(C)C)O